N=1N(C=2C=CC=C3NC=4C=CC=CC4C1C23)CCCN pyrazolo[3,4,5-kl]acridine-2(6H)-propanamine